[Ca].C(CC(C)C)(=O)C1C(C2=CC=CC=C2C1=O)=O 2-Isovaleryl-1,3-indandione, calcium salt